6-bromo-2-trityl-1,2,3,4-tetrahydroisoquinoline BrC=1C=C2CCN(CC2=CC1)C(C1=CC=CC=C1)(C1=CC=CC=C1)C1=CC=CC=C1